OC1=C(C=NC2=CC=C(C=C12)OC(F)(F)F)C#N 4-hydroxy-6-(trifluoromethoxy)quinoline-3-carbonitrile